COC1=CC=C(CN2N=C(C=C(C2=O)C(F)(F)F)C2N(CCC2)CCC(=O)O)C=C1 3-(2-(1-(4-methoxybenzyl)-6-oxo-5-(trifluoromethyl)-1,6-dihydropyridazin-3-yl)pyrrolidin-1-yl)propanoic acid